CC=1N(N=C2C(=NN=C(C21)C)N2CCC(CC2)C(=O)N2CC1CN(CC1C2)C)C2=CC=C(C=C2)C (1-(3,4-dimethyl-2-(p-tolyl)-2H-pyrazolo[3,4-d]pyridazin-7-yl)piperidin-4-yl)(5-methylhexahydropyrrolo[3,4-c]pyrrol-2(1H)-yl)methanone